2,3,4,6-tetra-acetyl-1-bromo-α-D-glucopyranose C(C)(=O)[C@@]1([C@@](O)(O[C@@H]([C@]([C@@]1(O)C(C)=O)(O)C(C)=O)C(O)C(C)=O)Br)O